C(C=C)OC1=C(C=CC=C1)S(=O)(=O)O allyl-oxybenzenesulfonic acid